BrC=1C=C(CC2=NNC(C3=CC=CC=C23)=O)C=CC1F 4-(3-bromo-4-fluorobenzyl)phthalazin-1(2H)-one